C(#N)CCCCC(=O)O 5-cyanovaleric acid